BrC1=C(C(=C(C(=O)O)C=C1)N1CCOCC1)F 4-Bromo-3-fluoro-2-morpholin-4-ylbenzoic acid